C(#N)C1=C(C2=C(NC(NC2=O)=O)S1)C 6-cyano-5-methyl-2,4-dioxo-1,4-dihydrothieno[2,3-d]Pyrimidine